5-Bromo-3-(4,4-difluoropiperidin-1-yl)-1-methylpyrazin-2(1H)-one BrC=1N=C(C(N(C1)C)=O)N1CCC(CC1)(F)F